tert-butyl 5-methoxy-4-((2-(4-(methoxycarbonyl)-3-methylphenyl)-4-methylpiperazin-1-yl)methyl)-7-methyl-1H-indole-1-carboxylate COC=1C(=C2C=CN(C2=C(C1)C)C(=O)OC(C)(C)C)CN1C(CN(CC1)C)C1=CC(=C(C=C1)C(=O)OC)C